2,7-Anhydro-5-N-glycolyl-8-O-methyl-neuraminic acid C(CO)(=O)N[C@@H]1[C@H](CC2(C(O)=O)O[C@H]1[C@H](O2)[C@H](OC)CO)O